BrC1=CC2=C(CC3=C(N(S2)C)C=CC=C3)C=C1 3-Bromo-6-methyldibenzo[c,f][1,2]thiazepin